1-((4-nitrophenyl)sulfonyl)-4-(3-(trifluoromethyl)phenyl)piperazine [N+](=O)([O-])C1=CC=C(C=C1)S(=O)(=O)N1CCN(CC1)C1=CC(=CC=C1)C(F)(F)F